ClC=1C=C(C2=C(C(CO2)O)C1)S(=O)(=O)NC1=C(C(=CC=C1)C=1C(=C2C=NC(=NC2=CC1)NC1CCN(CC1)C)F)F 5-chloro-N-(2-fluoro-3-{5-fluoro-2-[(1-methylpiperidin-4-yl)amino]quinazolin-6-yl}phenyl)-3-hydroxy-2,3-dihydro-1-benzofuran-7-sulfonamide